O[C@@H]1C[C@H](N(C1)C(C(C(C)C)C1=CC(=NO1)C)=O)C(=O)NCC1=C(C=C(C=C1)C1=C(N=CS1)C)O (2S,4R)-4-hydroxy-N-(2-hydroxy-4-(4-methylthiazol-5-yl)benzyl)-1-(3-methyl-2-(3-methylisoxazol-5-yl)butanoyl)pyrrolidine-2-carboxamide